7-(sec-butoxy)-2-chloro-4-(o-tolyl)quinoline C(C)(CC)OC1=CC=C2C(=CC(=NC2=C1)Cl)C1=C(C=CC=C1)C